2-ethoxy-3-[[4-[2-(2H-tetrazol-5-yl)phenyl]phenyl]methyl]benzimidazole-4-carboxylic acid C(C)OC=1N(C2=C(N1)C=CC=C2C(=O)O)CC2=CC=C(C=C2)C2=C(C=CC=C2)C=2N=NNN2